5-((6-(4-Hydroxypiperidin-1-yl)imidazo[1,2-b]pyridazin-3-yl)ethynyl)-N-(4-((4-methylpiperazin-1-yl)methyl)-3-(trifluoromethyl)phenyl)nicotinamide OC1CCN(CC1)C=1C=CC=2N(N1)C(=CN2)C#CC=2C=NC=C(C(=O)NC1=CC(=C(C=C1)CN1CCN(CC1)C)C(F)(F)F)C2